butyl (Z)-(1-((8-(4-fluorophenyl)-4-oxochroman-6-yl)methyl)-3-methyl-1,3-dihydro-2H-imidazol-2-ylidene)carbamate FC1=CC=C(C=C1)C=1C=C(C=C2C(CCOC12)=O)CN1\C(\N(C=C1)C)=N/C(OCCCC)=O